tert-butyl 4-[4-[5-(5-acetyl-3-iodo-6,7-dihydro-4H-pyrazolo[4,3-c]pyridin-1-yl)-4,5,6,7-tetrahydroindazol-1-yl]-1-piperidyl]benzoate C(C)(=O)N1CC2=C(CC1)N(N=C2I)C2CC=1C=NN(C1CC2)C2CCN(CC2)C2=CC=C(C(=O)OC(C)(C)C)C=C2